(5Z)-5-(1,3-Benzoxazol-6-ylmethylene)-3-methyl-2-[[2-(trifluoromethyl)phenyl]methylamino]imidazol-4-one O1C=NC2=C1C=C(C=C2)\C=C/2\C(N(C(=N2)NCC2=C(C=CC=C2)C(F)(F)F)C)=O